C(C)(C)(C)N(C(O)=O)CC1=CC(=NC=C1Br)C(F)(F)F.NC(CNC(CN1C(CC(C1)O)=O)=O)=O N-(2-amino-2-oxoethyl)-2-(4-hydroxy-2-oxotetrahydropyrrole-1-yl)acetamide tert-butyl-((5-bromo-2-(trifluoromethyl)pyridin-4-yl)methyl)carbamate